COC(C(C)SC1=C(C(=NC=C1)Cl)Cl)=O ((2,3-dichloropyridin-4-yl)thio)propanoic acid methyl ester